F[C@@H]1C[C@H](N(C1)C(C(C)(C1=NC=CC=C1)C)=O)C(=O)N[C@H](C1=CC=C(C=C1)C(C)C)C1=CC=CC=C1 (2S,4R)-4-fluoro-1-[2-methyl-2-(pyridin-2-yl)propanoyl]-N-[(S)-phenyl[4-(propan-2-yl)phenyl]methyl]pyrrolidine-2-carboxamide